C(C)N1C(CCCC1)=O 1-ethyl-2-piperidinone